C(=O)=O.C1(=CC=CC=2C3=CC=CC=C3C=CC12)[Li] phenanthryl-lithium compound with carbon dioxide